r-indaethyl 2,2-dimethyl-4-oxo-3,8,11,14-tetraoxa-5-azaheptadecane-17-carboxylate CC(C)(OC(NCCOCCOCCOCCCC(=O)O[InH]C)=O)C